OC1=C2C(C(COC2=CC(=C1C)O)CC1=CC=C(C=C1)O)=O 5,7-dihydroxy-6-methyl-3-(4'-hydroxybenzyl)chroman-4-one